tert-butyl (3-(1-((2-((7-chloro-8-fluoro-2-(methylthio)-4-oxo-3,4-dihydropyrido[4,3-d]pyrimidin-5-yl)oxy)ethyl)amino)ethyl)pyrazin-2-yl)carbamate ClC1=C(C=2N=C(NC(C2C(=N1)OCCNC(C)C=1C(=NC=CN1)NC(OC(C)(C)C)=O)=O)SC)F